C(C)(C)(C)OC(=O)N1CC2C(C(C1)(F)F)OC(N2)=O Racemic-7,7-difluoro-2-oxohexahydrooxazolo[4,5-c]Pyridine-5(4H)-carboxylic acid tert-butyl ester